C1(CC1)C=1C=C(C(N(N1)C1=CC(=C(C=C1)OC)OC)=O)C(=O)C1C(C(OC(C1=O)(C)C)(C)C)=O 4-[6-cyclopropyl-2-(3,4-dimethoxyphenyl)-3-oxo-pyridazine-4-carbonyl]-2,2,6,6-tetramethyl-tetrahydropyran-3,5-dione